C(C)C1=C(C=C(C(=C1)O)F)C1=CC(=C2C(=NNC2=C1)C=1NC2=C(CN(CC2)C(CN2CC(OCC2)CO)=O)N1)F 1-(2-(6-(2-ethyl-5-fluoro-4-hydroxyphenyl)-4-fluoro-1H-indazol-3-yl)-1,4,6,7-tetrahydro-5H-imidazo[4,5-c]pyridin-5-yl)-2-(2-(hydroxymethyl)morpholino)ethanone